2-{2-O-[tert-butyl(dimethyl)silyl]-3-O-[hydroxy(oxo)-λ5-phosphanyl]-β-D-ribofuranosyl}-7,8,9,10-tetrahydro-2H-6-oxa-2,3,5-triazacycloocta[1,2,3-cd]indene [Si](C)(C)(C(C)(C)C)O[C@H]1[C@@H](O[C@@H]([C@H]1OP(=O)O)CO)N1C=C2C=3C(=NC=NC13)OCCCC2